(1R,2S,3S,5S)-2-fluoro-1-methyl-9-azabicyclo[3.3.1]nonan F[C@@H]1[C@]2(CCC[C@@H](CC1)N2)C